N,N-diethyl-chloroethyl-amine hydrochloride Cl.C(C)N(CC)CCCl